(1-oxo-5-(((trans)-2-(3-(quinolin-2-yl)azetidin-1-yl)cyclohexyl)oxy)isoindolin-2-yl)piperidine-2,6-dione O=C1N(CC2=CC(=CC=C12)O[C@H]1[C@@H](CCCC1)N1CC(C1)C1=NC2=CC=CC=C2C=C1)N1C(CCCC1=O)=O